C(C)(C)(C)C1=C(C=CC(=C1)F)N1CN(C(C2=CC(=CC=C12)Cl)=O)C1=C(NC(C=C1)=O)C Racemic-1-(2-(tert-butyl)-4-fluorophenyl)-6-chloro-3-(2-methyl-6-oxo-1,6-dihydropyridin-3-yl)-2,3-dihydroquinazolin-4(1H)-one